(2E)-3-(5-fluoro-3-methyl-1H-indazol-6-yl)-N-(6-methoxy-2,4-dimethylpyridin-3-yl)prop-2-enamide FC=1C=C2C(=NNC2=CC1/C=C/C(=O)NC=1C(=NC(=CC1C)OC)C)C